[Pd+2].C(CCC)NC(=O)C1=C(C=CC=C1O)C=1C(=NC=CC1)C1=NC=CC=C1 (2-(butylcarbamoyl)-3-hydroxyphenyl)(bipyridine) palladium (II)